C1(CCCCC1)C(C(C(=O)NC1=NC(=C(C=C1)C=1C(=NN(C1CC)COCC[Si](C)(C)C)C)F)C1=C(C(=NO1)C(C)C)C(=O)N)C1CCCCC1 [1-(dicyclohexylmethyl)-2-[[5-[5-ethyl-3-methyl-1-(2-trimethylsilylethoxymethyl)pyrazol-4-yl]-6-fluoro-2-pyridinyl]amino]-2-oxo-ethyl]-3-isopropyl-isoxazole-4-carboxamide